OC1=CC=C(C=C1)C(C)(C)C1=CC(=CC=C1)C(C)(C)C1=CC=C(C=C1)O 1,3-bis-(2-(4-hydroxyphenyl)-2-propyl)benzene